6-methyl-4-chromanone thianthrenium salt C1=CC=CC=2[SH+]C3=CC=CC=C3SC12.CC=1C=C2C(CCOC2=CC1)=O